C1(CC1)CN1C(=CC=2C1=C(N=CC2)OCCN2C=NC=C2)CO [1-(cyclopropylmethyl)-7-(2-imidazol-1-ylethoxy)pyrrolo[2,3-c]pyridin-2-yl]methanol